pyrimido[4,5-f]quinazoline N1=CN=CC=2C1=C1C=NC=NC1=CC2